C(CC)(=O)O[C@H]1CC[C@@H]2[C@@]1(CC[C@@H]1[C@]3(CCC=4N=C(SC4C3=CC[C@@H]21)NC2=C(C=CC(=C2)Cl)OC)C)C (5aR,5bS,7aS,8S,10aS,10bR)-2-((5-chloro-2-methoxyphenyl)amino)-5a,7a-dimethyl-5,5a,5b,6,7,7a,8,9,10,10a,10b,11-dodecahydro-4H-cyclopenta[7,8]phenanthro[2,1-d]thiazol-8-yl propionate